5-(tert-butyl)-N-((R)-8-(2-((1-ethyl-1H-pyrazol-4-yl)amino)pyrimidin-4-yl)-2-((S*)-tetrahydrofuran-3-yl)-2,3,4,5-tetrahydro-1H-benzo[c]azepin-5-yl)-1,3,4-oxadiazole-2-carboxamide C(C)(C)(C)C1=NN=C(O1)C(=O)N[C@H]1C2=C(CN(CC1)[C@@H]1COCC1)C=C(C=C2)C2=NC(=NC=C2)NC=2C=NN(C2)CC |o1:19|